O=S1(NCCCC1)=O 1,1-dioxothiazinan